CC1=C(C(=CC=C1)C)C1=CN=C2N1C=1C=CC=CC1C=1C=CC(=CC21)O 3-(2,6-dimethylphenyl)imidazo[1,2-f]phenanthridine-11-ol